4-{[2-(2,6-dioxopiperidin-3-yl)-3-oxo-1H-isoindol-5-yl]oxy}butanoic acid O=C1NC(CCC1N1CC2=CC=C(C=C2C1=O)OCCCC(=O)O)=O